COC[C@H](C(C)C)N (2S)-1-methoxy-3-methylbutan-2-amine